FC1(CCN(CC1)CC=1C=CC=2N(C1)C=C(N2)CN2N=NC(=C2)C=2C=NC=C(C2)N2CCCC2)F 6-((4,4-difluoropiperidin-1-yl)methyl)-2-((4-(5-(pyrrolidin-1-yl)pyridin-3-yl)-1H-1,2,3-triazol-1-yl)methyl)imidazo[1,2-a]pyridine